C1(=CC=CC=C1)P(C1=CC=CC=C1)C1=CC=CC=C1.[Ag] silver triphenylphosphine